NC=1N(N=C2C1CN(CC2)C(=O)OC(C)(C)C)C2=CC(=C(C(=C2)C)Cl)C tert-Butyl 3-amino-2-(4-chloro-3,5-dimethylphenyl)-6,7-dihydro-4H-pyrazolo[4,3-c]pyridine-5-carboxylate